4,4'-(4-Methylpent-1-ene-1,5-diyl)bis(fluorobenzene) CC(CC=CC1=CC=C(C=C1)F)CC1=CC=C(C=C1)F